(R)-3-(benzo[b]thiophen-3-yl)-2-((tert-butoxycarbonyl)amino)propanoic acid S1C2=C(C(=C1)C[C@H](C(=O)O)NC(=O)OC(C)(C)C)C=CC=C2